FC1(CCN(CC1)C1=NC(=CC(=C1NC(=O)C1=NC=CC=C1C)C)N1CC=2C=CC=NC2CC1)F N-[2-(4,4-difluoro-1-piperidyl)-6-(7,8-dihydro-5H-1,6-naphthyridin-6-yl)-4-methyl-3-pyridyl]-3-methyl-pyridine-2-carboxamide